(fluorohexyloxy)-4-(pyridin-3-yl)-1,2,5-thiadiazole FCCCCCCOC1=NSN=C1C=1C=NC=CC1